chromium-tellurium [Te].[Cr]